Benzyl 4-((2-butyl-1H-imidazo[4,5-d]thieno[3,2-b]pyridin-1-yl)methyl)piperidine-1-carboxylate C(CCC)C1=NC=2C(=C3C(=NC2)C=CS3)N1CC1CCN(CC1)C(=O)OCC1=CC=CC=C1